N-(5-benzylpyridin-2-yl)-2-bromopropanamide C(C1=CC=CC=C1)C=1C=CC(=NC1)NC(C(C)Br)=O